(3aR,6aS)-hexahydro-1lambda2-furo[3,4-b]pyrrole [N]1[C@H]2[C@@H](CC1)COC2